[N+](=O)([O-])[O-].[U+2](=O)=O.[N+](=O)([O-])[O-] uranyl nitrate salt